benzophosphole oxide P1(C=CC2=C1C=CC=C2)=O